(S)-3-((1R,3R)-1-(2,6-difluoro-4-(2-(3-(fluoromethyl)azetidin-1-yl)ethoxy)phenyl)-3-methyl-3,4-dihydro-1H-pyrido[3,4-b]indol-2(9H)-yl)-2-fluoro-2-methylpropan-1-ol FC1=C(C(=CC(=C1)OCCN1CC(C1)CF)F)[C@H]1N([C@@H](CC2=C1NC1=CC=CC=C21)C)C[C@](CO)(C)F